FC(C=1C=NN(C1)CC1CC2(CN(C2)C(=O)N2C[C@H](CC2)C(=O)N)C1)(F)F (3S)-1-[6-[[4-(trifluoromethyl)pyrazol-1-yl]methyl]-2-azaspiro[3.3]heptane-2-carbonyl]pyrrolidine-3-carboxamide